CC(C)(C)[S@@](=O)/N=C/C1=NN(C=C1)C (R,E)-2-methyl-N-((1-methyl-1H-pyrazol-3-yl)methylene)propane-2-sulfinamide